CN(C(C(=O)C=1C=C(C(=O)N2[C@@H](CCC2)C(=O)NC=2SC=C(N2)C2=CC(=CC=C2)C2=CC(=NC(=C2)C)C)C=CC1)=O)C (S)-1-(3-(2-(dimethylamino)-2-oxoacetyl)benzoyl)-N-(4-(3-(2,6-dimethylpyridin-4-yl)phenyl)thiazol-2-yl)pyrrolidine-2-carboxamide